C=1(C(=CC=CC1)S(=O)(=O)NC(=O)C=1OC2=C(C1)C=CC(=C2)N2CCCCC2)C2=CC=CC=C2 N-([1,1'-Biphenyl]-2-sulfonyl)-6-(piperidin-1-yl)-1-benzofuran-2-carboxamid